CC1=CC=CC=2N1N=CC2C(=O)O 7-methylpyrazolo[1,5-a]pyridine-3-carboxylic acid